(S)-methyl 2-((S)-2-(7-bromo-4-fluoro-1H-indole-2-carboxamido)-3-cyclopropylpropanamido)-3-((S)-2-oxopiperidin-3-yl)propanoate BrC=1C=CC(=C2C=C(NC12)C(=O)N[C@H](C(=O)N[C@H](C(=O)OC)C[C@H]1C(NCCC1)=O)CC1CC1)F